3-(2-methoxyethyl)-1-methyl-N-[2-(1-methylpyrrolidin-2-yl)imidazo[1,2-a]pyridin-6-yl]-1H-indazole-5-carboxamide COCCC1=NN(C2=CC=C(C=C12)C(=O)NC=1C=CC=2N(C1)C=C(N2)C2N(CCC2)C)C